FC(C=1C(=C(C=CC1)[C@@H](C)NC1=NC=2N(C3=CC(=C(C=C13)OC1CN(CC1)C(C)=O)OC)C=CN2)F)F 1-(3-((5-(((R)-1-(3-(difluoromethyl)-2-fluorophenyl)ethyl)amino)-8-methoxyimidazo[1,2-a]quinazolin-7-yl)oxy)pyrrolidin-1-yl)ethan-1-one